CC=1C(C(CCC1)C(=O)O)C(=O)O 3-methyl-3-cyclohexene-1,2-dicarboxylic acid